COC=1C=C(C=CC1NC1=NC=C(C(=N1)NC1=C(C=CC=C1C(NC)=O)C)C(F)(F)F)NC(=O)C12CC3C(C(CC(C1)C3)C2)N2CCOCC2 N-(3-methoxy-4-((4-((2-methyl-6-(methylcarbamoyl)phenyl)amino)-5-(trifluoromethyl)pyrimidin-2-yl)amino)phenyl)-4-morpholinoadamantan-1-carboxamide